NCC1=NNC(C2=CC=C(C=C12)C1=C(N(N=C1)C)C=1C=CC=C2C=CC=C(C12)C#N)=O 8-[4-[4-(aminomethyl)-1-oxo-2H-phthalazin-6-yl]-2-methyl-pyrazol-3-yl]naphthalene-1-carbonitrile